ClC1=C(C=CC=C1)C(C1=CC=CC=C1)(C1=CC=CC=C1)OC([C@@H](CCC(=O)[O-])NC(=O)OCC1C2=CC=CC=C2C=2C=CC=CC12)=O [(2-chlorophenyl)-diphenyl-methyl](2R)-2-(9H-fluoren-9-ylmethoxycarbonylamino)pentanedioate